fluorobenzyl-triazole FC1=C(N=NN1)CC1=CC=CC=C1